C(N)(=N)C1=CC=C2C=C(NC2=C1)C1=CC=CC=C1 6-amidino-2-phenylindole